(S)-3,4-diethylpiperazine-1-carboxylic acid tert-butyl ester C(C)(C)(C)OC(=O)N1C[C@@H](N(CC1)CC)CC